CC1CCC2(CCC3(C(=CC=C4C3(CCC5C4(CCC=C5C)C)C)C2C1C)C)C 24-Norursa-3,9(11),12-triene